butyl 2-(2-isopropylphenyl)-3-oxo-4-phenylpiperazine-1-carboxylate C(C)(C)C1=C(C=CC=C1)C1N(CCN(C1=O)C1=CC=CC=C1)C(=O)OCCCC